N-(2,4-dichlorophenyl)-3,4-dihydroisoquinoline ClC1=C(C=CC(=C1)Cl)N1CC2=CC=CC=C2CC1